4-hydroxy-5-(cyclohexylcarbonyloxy)-1-pentene OC(CC=C)COC(=O)C1CCCCC1